CO[C@@]1(COCC1)C1=CC(=CC(=N1)C=1C=C(N2C=NC(=CC21)NC(OC(C)(C)C)=O)C=2C=NN(C2)C)C tert-butyl (R)-(5-(6-(3-methoxytetrahydrofuran-3-yl)-4-methylpyridin-2-yl)-7-(1-methyl-1H-pyrazol-4-yl)pyrrolo[1,2-c]pyrimidin-3-yl)carbamate